(S,E)-7-chloro-5-(2-methylazetidine-1-yl)pyridino[3,4-b]pyrazin-2-formaldoxime ClC1=CC=2C(=NC=C(N2)\C=N\O)C(=N1)N1[C@H](CC1)C